N(=C=O)CC1=C(C(=C(C(=C1Cl)Cl)CN=C=O)Cl)Cl Bis(isocyanatomethyl)-2,3,5,6-tetrachlorobenzol